indium-potassium-zinc [Zn].[K].[In]